OP(O)OP(O)O.C(C)(C)(C)C1=C(C(=CC(=C1)C(C)(C)C)C(C)(C)C)C(O)(C(CO)(CO)CO)C1=C(C=C(C=C1C(C)(C)C)C(C)(C)C)C(C)(C)C bis(2,4,6-tri-t-butylphenyl)pentaerythritol Diphosphite